C1(=CC=CC=C1)\C=C(/CC)\[C@H]1[C@@H](C1)NC1CC2(CN(C2)CCO)C1 2-(6-(((1R,2S)-2-((E)-1-phenylbut-1-en-2-yl)cyclopropyl)amino)-2-azaspiro[3.3]heptan-2-yl)ethanol